C1(CCCC1)CC1=C2N(C=C(N1)C1=CC=C(C=C1)O)C(C(=N2)CC2=CC=C(C=C2)F)=O 8-(cyclopentylmethyl)-2-(4-fluorobenzyl)-6-(4-hydroxyphenyl)imidazo-[1,2-a]pyrazin-3(7H)-one